1-((4-fluorophenyl)sulfonyl)heptan-2-yl (2,5-dioxopyrrolidin-1-yl) carbonate C(OC(CS(=O)(=O)C1=CC=C(C=C1)F)CCCCC)(ON1C(CCC1=O)=O)=O